P(=O)([O-])([O-])[O-].[Ca+2].[Ca+2] DiCalcium Phosphate